C1=CC=CC=2C3=CC=CC=C3C(C12)=CC1=CC=C(S1)C(C=CC1=CC=C(C=C1)N(C1=CC=CC=C1)C1=CC=CC=C1)=O 1-(5-((9H-fluoren-9-ylidene)methyl)thiophene-2-yl)-3-(4-(N,N-diphenylamino)phenyl)prop-2-en-1-one